C(#N)C1=CC(=CC=2N=C(OC21)C=2C(=C(C=CC2)C2=C(C(=CC=C2)NC=2N=CC=C1C=C(C=NC21)CNCC2(CC2)O)C)C)CN2C[C@@H](CC2)C (R)-1-((7-Cyano-2-(3'-(3-(((1-hydroxycyclopropyl)methylamino)methyl)-1,7-naphthyridin-8-ylamino)-2,2'-dimethylbiphenyl-3-yl)benzo[d]oxazol-5-yl)methyl)-3-methylpyrrolidin